(S)-3-(5-Bromopyridin-3-yloxy)-piperidine-1-carboxylic acid tert-butyl ester C(C)(C)(C)OC(=O)N1C[C@H](CCC1)OC=1C=NC=C(C1)Br